F[C@H]1[C@]2(CC[C@@H](C[C@@H]1N(C1=CC=C(N=N1)C1=C(C=C(C=C1)N1C=NC=C1)O)C)N2)C 2-(6-(((1R,2R,3S,5S)-2-fluoro-1-methyl-8-azabicyclo[3.2.1]octan-3-yl)(methyl)amino)pyridazin-3-yl)-5-(1H-imidazol-1-yl)phenol